Tert-butyl 4-(1-methyl-5-(4-(5-(trifluoromethyl)-1,2,4-oxadiazol-3-yl)pyridin-2-yl)-1H-pyrrolo[2,3-c]pyridine-2-carbonyl)piperazine-1-carboxylate CN1C(=CC=2C1=CN=C(C2)C2=NC=CC(=C2)C2=NOC(=N2)C(F)(F)F)C(=O)N2CCN(CC2)C(=O)OC(C)(C)C